The molecule is a benzoate anion that is the conjugate base of cyclic dehypoxanthinylfutalosine, arising from deprotonation of the carboxy group; major species at pH 7.3. It derives from a futalosinate. It is a conjugate base of a cyclic dehypoxanthinylfutalosine. C1C[C@]2([C@H]([C@H](C(O2)O)O)O)C3=C(C1=O)C=C(C=C3)C(=O)[O-]